3-[1-oxo-5-(piperazin-1-yl)-1,3-dihydro-2H-isoindol-2-yl]piperidine-2,6-dione HCl Cl.O=C1N(CC2=CC(=CC=C12)N1CCNCC1)C1C(NC(CC1)=O)=O